3-(4-(4-cyclopropylpiperazin-1-yl)phenyl)-5-(2-fluoro-6-methylphenyl)-1H-pyrazolo[4,3-c]pyridazin-6(5H)-one C1(CC1)N1CCN(CC1)C1=CC=C(C=C1)C1=NNC=2C1=NN(C(C2)=O)C2=C(C=CC=C2C)F